N-[4-[(E)-3-(3-Chloro-4-hydroxyphenyl)prop-2-enoyl]phenyl]methanesulfonamide ClC=1C=C(C=CC1O)/C=C/C(=O)C1=CC=C(C=C1)NS(=O)(=O)C